BrC1=C(C=CC=C1)[C@@H](C)OC(=O)NC=1C(=NOC1C1=CC=C(OC2CC(CCC2)C(=O)O)C=C1)C 3-(4-(4-((((R)-1-(2-bromophenyl)ethoxy)carbonyl)amino)-3-methylisoxazol-5-yl)phenoxy)cyclohexane-1-carboxylic acid